N-[(1S)-1-(dicyclopropylmethyl)-2-[4-[2-(hydroxymethyl)-3-pyridyl]anilino]-2-oxo-ethyl]-2-isopropyl-pyrazole-3-carboxamide C1(CC1)C([C@@H](C(=O)NC1=CC=C(C=C1)C=1C(=NC=CC1)CO)NC(=O)C=1N(N=CC1)C(C)C)C1CC1